CC1=NC=CC(=C1)C(=O)NCC1=CC=C(C=C1)NC(OCC1=CC=C(C=C1)Cl)=O (4-chlorophenyl)methyl N-(4-{[(2-methylpyridin-4-yl)formamido]methyl}phenyl)carbamate